C(C)(C)(C)C1=C(C=C(C=N1)C=1N=C2SCC(CN2C(C1C#N)=O)C)F 8-(6-(tert-butyl)-5-fluoropyridin-3-yl)-3-methyl-6-oxo-3,4-dihydro-2H,6H-pyrimido[2,1-b][1,3]thiazine-7-carbonitrile